C1(CC1)N1C=NC2=C(C=C(C=C2C1=O)N[C@@]1(CNCC1)C1=C(C(=CC=C1F)Cl)Cl)F (R)-3-cyclopropyl-6-((3-(2,3-dichloro-6-fluorophenyl)pyrrolidin-3-yl)amino)-8-fluoroquinazolin-4(3H)-one